2-(1-azaspiro[3.3]hept-1-yl)acetonitrile N1(CCC12CCC2)CC#N